4-phenylstyrene C1(=CC=CC=C1)C1=CC=C(C=C)C=C1